COC=1C(=NC=C(C1)[N+](=O)[O-])C1=CC=CC=C1 3-methoxy-5-nitro-2-phenylpyridine